2-[2-Phenylethyl(trifluoromethylsulfonyl)amino]acetic acid C1(=CC=CC=C1)CCN(CC(=O)O)S(=O)(=O)C(F)(F)F